FC=1C=C2C(=C(/C(/C2=CC1)=C/C1=CC=C(C=C1)C(C)C)CC(C)C)CC(=O)O (Z)-2-(5-fluoro-2-(2-methylpropyl)-1-(4-isopropylbenzylidene)-1H-inden-3-yl)acetic acid